benzyl N-[(3R)-3-(3-iodo-1-tetrahydropyran-2-yl-pyrazolo[3,4-c]pyridin-5-yl)oxybutyl]carbamate IC1=NN(C2=CN=C(C=C21)O[C@@H](CCNC(OCC2=CC=CC=C2)=O)C)C2OCCCC2